{2-[(6-chloro-2-mesyl-5-phenyl-1H-1,3,4-triazainden-1-yl)methoxy]ethyl}tris(methyl)silane ClC1=C(N=C2N=C(N(C2=C1)COCC[Si](C)(C)C)S(=O)(=O)C)C1=CC=CC=C1